BrC1=C(C=C2C(N(C(NC2=C1)=O)C1=CN=CC2=CC=CC=C12)=O)OC 7-bromo-3-(isoquinolin-4-yl)-6-methoxyquinazoline-2,4(1H,3H)-dione